ClC1=CC=C(CN2N=C3C4=C(CCC3=C2)OC(=C4C)C(=O)NC4CNC(CC4)=O)C=C1 2-(4-chlorobenzyl)-8-methyl-N-(6-oxopiperidin-3-yl)-4,5-dihydro-2H-furo[2,3-g]indazole-7-carboxamide